O=C1NC(CCC1NC1=CC(=C(C=C1OC)C1CCN(CC1)C(=O)OC(C)(C)C)F)=O tert-butyl 4-[4-[(2,6-dioxo-3-piperidyl)amino]-2-fluoro-5-methoxy-phenyl]piperidine-1-carboxylate